C(#CCCCCCCC)C1=C2C(C(=O)OC2=O)=CC=C1 nonynyl-phthalic anhydride